2-[4-[4,7-dichloro-2-[2-oxo-1-[rac-(6R)-6-fluoro-6,7-dihydro-5H-pyrrolo[1,2-c]imidazol-1-yl]-2-(thiazol-2-ylamino)ethyl]indazol-6-yl]phenyl]ethyl methanesulfonate CS(=O)(=O)OCCC1=CC=C(C=C1)C=1C=C(C2=CN(N=C2C1Cl)C(C(NC=1SC=CN1)=O)C1=C2N(C=N1)C[C@@H](C2)F)Cl |r|